CO\C(\C)=C/C (Z)-2-methoxy-but-2-ene